C1(CC1)C=1N=NN(C1CO[C@H]1[C@@H]2CN([C@H](C1)C2)C2=CC(=C(C(=O)O)C=C2)F)C2=C(C=CC=C2Cl)Cl 4-[(1S,4S,5R)-5-[[4-cyclopropyl-1-(2,6-dichlorophenyl)-1H-1,2,3-triazol-5-yl]methoxy]-2-azabicyclo[2.2.1]heptan-2-yl]-2-fluorobenzoic acid